NC1=NC(=C2N=CN(C2=N1)CC(=O)NC1=CC(=NN1CC)C)NC1=NC=CN=C1 2-(2-amino-6-(pyrazin-2-ylamino)-9H-purin-9-yl)-N-(1-ethyl-3-methyl-1H-pyrazol-5-yl)acetamide